spiro[1H-pyrrolo[2,3-b]pyridine-3,6'-5,7-dihydro-cyclopenta[b]pyridine]-3'-carboxylic acid N1=C2C(=CC(=C1)C(=O)O)CC1(C2)CNC2=NC=CC=C21